NC1=C(C(N(C(N1C)=O)C1CC1)=O)C(=O)N 6-amino-3-cyclopropyl-1-methyl-dioxo-1,2,3,4-tetrahydropyrimidine-5-carboxamide